3-bromo-N-(1-methylpiperidin-4-yl)benzamide BrC=1C=C(C(=O)NC2CCN(CC2)C)C=CC1